N-((1-(dimethylamino)cyclobutyl)methyl)-8-fluoro-2-(((2R,7aS)-2-fluorotetrahydro-1H-pyrrolizin-7a(5H)-yl)methoxy)-7-(8-(prop-1-en-2-yl)naphthalen-1-yl)pyrido[4,3-d]pyrimidin-4-amine CN(C1(CCC1)CNC=1C2=C(N=C(N1)OC[C@]13CCCN3C[C@@H](C1)F)C(=C(N=C2)C2=CC=CC1=CC=CC(=C21)C(=C)C)F)C